COC(C=C(OC)OC)[Sn] tris(methoxy)allyltin